methyl 2-acetyl-6-fluorobenzoate C(C)(=O)C1=C(C(=O)OC)C(=CC=C1)F